[N+](=O)([O-])C1=C(C=CC(=C1)C1=NC=CC=C1)NC(OC(C)(C)C)=O tert-butyl N-[2-nitro-4-(2-pyridyl)phenyl]carbamate